(2-Chlorotrityl) (S)-3-(((S)-1-amino-propan-2-yl)(methyl) carbamoyl)-4-ethyl-hexanoate NC[C@H](C)N(C(=O)[C@@H](CC(=O)OC(C1=C(C=CC=C1)Cl)(C1=CC=CC=C1)C1=CC=CC=C1)C(CC)CC)C